3-[2'-oxo-5'-(4-piperidyl)spiro[cyclopropane-1,3'-indoline]-1'-yl]piperidine-2,6-dione O=C1N(C2=CC=C(C=C2C12CC2)C2CCNCC2)C2C(NC(CC2)=O)=O